Trans-2-phenylcyclopropane-carboxylic acid C1(=CC=CC=C1)[C@H]1[C@@H](C1)C(=O)O